(2R,3R)-tert-Butyl 2-(hydroxymethyl)-3-(4-octylphenyl)pyrrolidine-1-carboxylate OC[C@@H]1N(CC[C@@H]1C1=CC=C(C=C1)CCCCCCCC)C(=O)OC(C)(C)C